4-methoxy-N-(4-methylpentyl)benzenesulfonamide tri-ethyl-phosphite C(C)OP(OCC)OCC.COC1=CC=C(C=C1)S(=O)(=O)NCCCC(C)C